C(=O)(O)C=1C=C(C=CC1C(=O)O)C1(CC=C(C=C1)C1=CC(=C(C=C1)C(=O)O)C(=O)O)C1=CC=CC=C1 1,4-bis(3,4-dicarboxyphenyl)biphenyl